2-(4-chloro-2-methoxyphenyl)-1-(5-fluoro-6-methoxy-1H-indol-3-yl)-2-((3-methoxy-5-(methylsulfonyl)phenyl)amino)ethanone ClC1=CC(=C(C=C1)C(C(=O)C1=CNC2=CC(=C(C=C12)F)OC)NC1=CC(=CC(=C1)S(=O)(=O)C)OC)OC